FC1=C(C(=CC(=C1F)F)F)[B-](C1=C(C(=C(C=C1F)F)F)F)(C1=C(C(=C(C=C1F)F)F)F)C1=C(C(=C(C=C1F)F)F)F.C[NH+](C(C)(C)C)C dimethyl-(tert-butyl)ammonium tetra(2,3,4,6-tetrafluorophenyl)borate